C1=CC(=C2C(=C1F)C(=O)C3=C(C2=O)C=NC=C3)F 6,9-Difluorobenzoisoquinoline-5,10-dione